4-amino-3,3-dimethylbutyl-trimethoxySilane tert-butyl-4-((1H-benzo[d][1,2,3]triazol-1-yl)oxy)-2-ethyl-5,7-dihydro-6H-pyrrolo[3,4-d]pyrimidine-6-carboxylate C(C)(C)(C)OC(=O)N1CC=2N=C(N=C(C2C1)ON1N=NC2=C1C=CC=C2)CC.NCC(CC[Si](OC)(OC)OC)(C)C